O=C1C2=CC=CC=C2N(C=2C=CC=CC12)CC(=O)OCC ethyl 9-oxoacridine-10-acetate